FC1=C(C=C(C(=C1)C(C(NCC(F)(F)F)=O)C)OC)NC(OC(C)(C)C)=O tert-butyl (2-fluoro-5-methoxy-4-(1-oxo-1-((2,2,2-trifluoroethyl)amino)propan-2-yl)phenyl)carbamate